CC1=C(C(=NS1)OC[C@H]1CNCCO1)C1=CC=2N(C=C1)N=C(C2)NC(=O)C2CC2 N-[5-[5-methyl-3-[[(2R)-morpholin-2-yl]methoxy]isothiazol-4-yl]pyrazolo[1,5-a]pyridin-2-yl]cyclopropanecarboxamide